CN1C=NC=2N=CN(C(C12)=O)CC1=NC(=NO1)C1[C@H]2CN(C[C@@H]12)C1=CC2=CC=CC=C2C=C1 7-methyl-1-[[3-[(1R,5S,6R)-3-[2-naphthyl]-3-azabicyclo[3.1.0]hex-6-yl]-1,2,4-oxadiazol-5-yl]methyl]purin-6-one